BrC1(CC=C(C=C1)Cl)B(O)O 1-bromo-4-chlorobenzeneboronic acid